3-(4-phenyl-1H-imidazol-2-yl)-1H-indazole-5-carboxylic acid C1(=CC=CC=C1)C=1N=C(NC1)C1=NNC2=CC=C(C=C12)C(=O)O